tert-butyl 4-(3-cyano-2-quinolyl)piperazine-1-carboxylate C(#N)C=1C(=NC2=CC=CC=C2C1)N1CCN(CC1)C(=O)OC(C)(C)C